OC=C1C(C=2C(=C(OC2CC12CCC2)C(=O)OCC)C(F)(F)F)=O ethyl 5-(hydroxymethylene)-4-oxo-3-(trifluoromethyl)-4,7-dihydro-5H-spiro[[1]benzofuran-6,1'-cyclobutane]-2-carboxylate